BrC1=CC(=C(CC(N)C)C=C1OC)OC 4-bromo-2,5-dimethoxy-amphetamine